6-bromo-8,9-dihydroimidazo[1',2':1,6]pyrido[2,3-d]pyrimidin-2-amine BrC1=CC2=C(N=C(N=C2)N)N2C1=NCC2